FC1(CC(C1)C(=O)C1(CCC2=CC=CC=C12)N(C(=O)[C@H]1NC(CC1)=O)C1=CC(=CC=C1)F)F (2S)-N-(1-(3,3-difluorocyclobutylformyl)-2,3-dihydro-1H-indenyl)-N-3-fluorophenyl-5-oxo-pyrrolidine-2-carboxamide